P(=O)(O[Si](C)(C)C)(O[Si](C)(C)C)O[Si](C)(C)C.P(=O)(O[Si](C)(C)C)(O[Si](C)(C)C)O[Si](C)(C)C hexa(trimethylsilyl) diphosphate